methyl 2-(3,4-difluorophenyl)-5-fluoroisonicotinate FC=1C=C(C=CC1F)C=1C=C(C(=O)OC)C(=CN1)F